N12C=CCNC2CCC1 1,5-diazabicyclo(4.3.0)nonen